4-amino-3-chloro-6-(4-ethynylphenyl)-5-methyl-pyridine-2-carboxylic acid methyl ester COC(=O)C1=NC(=C(C(=C1Cl)N)C)C1=CC=C(C=C1)C#C